N[C@H]([C@@H](C(=O)O)C)C=CC(=C[C@@H]([C@H](CC1=CC=CC=C1)OC)C)C (2S,3S,8S,9S)-3-amino-9-methoxy-2,6,8-trimethyl-10-phenyldec-4,6-dienoic acid